C(C)(C)(C)OC(=O)N1CCCC2=CC=C(N=C12)CCCCC(CO[Si](C1=CC=CC=C1)(C1=CC=CC=C1)C(C)(C)C)(F)CO[Si](C1=CC=CC=C1)(C1=CC=CC=C1)C(C)(C)C 7-(6-((tert-butyldiphenylsilyl)oxy)-5-(((tert-butyldiphenylsilyl)oxy)methyl)-5-fluorohexyl)-3,4-dihydro-1,8-naphthyridine-1(2H)-carboxylic acid tert-butyl ester